1-[6-[5-[6-[4-[2-(2,6-dioxo-3-piperidyl)-1-oxo-isoindolin-5-yl]piperazin-1-yl]-6-oxo-hexyl]-1,3,4-oxadiazol-2-yl]-3-pyridyl]-3-(7-isopropylpyrazolo[1,5-a]pyrimidin-6-yl)urea O=C1NC(CCC1N1C(C2=CC=C(C=C2C1)N1CCN(CC1)C(CCCCCC1=NN=C(O1)C1=CC=C(C=N1)NC(=O)NC=1C=NC=2N(C1C(C)C)N=CC2)=O)=O)=O